2-{3-Azabicyclo[3.1.0]hex-3-yl}-4-propylpyrimidine-5-carboxylic acid ethyl ester C(C)OC(=O)C=1C(=NC(=NC1)N1CC2CC2C1)CCC